1-tert-butyl 3-methyl 2-(2,6-dichloropyrimidin-4-yl)propanedioate ClC1=NC(=CC(=N1)C(C(=O)OC(C)(C)C)C(=O)OC)Cl